N-ethyl-N-(2-hydroxy-3-sulfopropyl)-3,5-dimethylaniline, sodium salt [Na+].C(C)N(C1=CC(=CC(=C1)C)C)CC(CS(=O)(=O)[O-])O